3-(ethoxymethoxy)-2-fluoro-4-(4-((tetrahydrofuran-3-yl)amino)phthalazin-1-yl)benzaldehyde C(C)OCOC=1C(=C(C=O)C=CC1C1=NN=C(C2=CC=CC=C12)NC1COCC1)F